5-(2-chlorophenoxy)-3-((2,4-dimethylphenyl)amino)-4H-benzo[e][1,2,4]thiadiazine 1,1-dioxide ClC1=C(OC2=CC=CC3=C2NC(=NS3(=O)=O)NC3=C(C=C(C=C3)C)C)C=CC=C1